C(#N)C=1C=C(C=C(C1)F)[C@H]1NOCC1 (3S)-3-(3-cyano-5-fluoro-phenyl)isoxazolidine